C1(CCCC1)N1N=CC2=C1N=C(NC2=O)CNC2=CC=CC=C2 1-Cyclopentyl-6-[(phenylamino)methyl]-1H-pyrazolo[3,4-d]pyrimidin-4(5H)-one